BrC=1C=CC(N(C1)C(F)F)=O 5-bromo-1-(difluoromethyl)-1,2-dihydropyridin-2-one